C12(CCC(CC1)(CC2)O)O bicyclo[2.2.2]octan-1,4-diol